1-(4-nitrobenzyl)piperazin-2-one hydrochloride Cl.[N+](=O)([O-])C1=CC=C(CN2C(CNCC2)=O)C=C1